[1-[5-[5-[(1R)-1-(3,5-dichloro-2-methyl-4-pyridyl)ethoxy]-1H-indazol-3-yl]-3-methyl-2-pyridyl]-3-(hydroxymethyl)azetidin-3-yl]methanol ClC=1C(=NC=C(C1[C@@H](C)OC=1C=C2C(=NNC2=CC1)C=1C=C(C(=NC1)N1CC(C1)(CO)CO)C)Cl)C